[Cl-].[Cl-].C[Si](=[Ti+2](C1C(=C(C2=CC=CC=C12)C)C)C1C(=C(C2=CC=CC=C12)C)C)C dimethylsilylenebis(2,3-dimethyl-1-indenyl)titanium dichloride